CCCC[Sn](CCCC)(OC(=O)C)O[Sn](CCCC)(CCCC)OC(=O)C tetrabutyldiacetoxydistannoxane